O=C1NC(CCC1N1C(C2=CC=C(C=C2C1)CNC(C(C1=CC=CC=C1)(F)F)=O)=O)=O N-((2-(2,6-dioxopiperidin-3-yl)-1-oxoisoindolin-5-yl)methyl)-2,2-difluoro-2-phenylacetamide